FC=1C=C(CC=2C=C3C(=NNC3=CC2)NC(C2=C(C=C(C=C2)N2CCN(CC2)CC2=CC(=C(C=C2)C2C(NC(CC2)=O)=O)F)NC2CCOCC2)=O)C=C(C1)F N-(5-(3,5-difluorobenzyl)-1H-indazol-3-yl)-4-(4-(4-(2,6-dioxopiperidin-3-yl)-3-fluorobenzyl)piperazin-1-yl)-2-((tetrahydro-2H-pyran-4-yl)amino)benzamide